2-[3-({6-chloro-5-[6-(dimethylamino)-2-methoxypyridin-3-yl]-1-{[2-(trimethylsilyl)ethoxy]methyl}-1H-imidazo[4,5-b]pyridin-2-yl}oxy)cyclobutyl]propan-2-ol ClC=1C=C2C(=NC1C=1C(=NC(=CC1)N(C)C)OC)N=C(N2COCC[Si](C)(C)C)OC2CC(C2)C(C)(C)O